6-(3-methoxy-2-methylphenyl)-2-(5-morpholinopyrimidin-2-yl)phthalazin-1(2H)-one COC=1C(=C(C=CC1)C=1C=C2C=NN(C(C2=CC1)=O)C1=NC=C(C=N1)N1CCOCC1)C